N(CCO)(CCO)CCO.ClC1=C(OCC(=O)O)C=CC(=C1)Cl 2,4-dichlorophenoxyacetic acid triethanolamine salt